tert-Butyl (R)-3-chloro-1-((R)-3-methylmorpholino)-12-oxo-6a,7,9,10-tetrahydro-12H-pyrazino[2,1-c]pyrido[3,4-f][1,4]oxazepine-8(6H)-carboxylate ClC1=CC2=C(C(N3[C@@H](CO2)CN(CC3)C(=O)OC(C)(C)C)=O)C(=N1)N1[C@@H](COCC1)C